FC(S(=O)(=O)NC1=NN(C=C1)CC1=CC=NC=C1)(F)F 1,1,1-Trifluoro-N-(1-(pyridin-4-ylmethyl)-1H-pyrazol-3-yl)methanesulfonamide